ClC1=CC=C2C(=N1)N=C(O2)N[C@H]2[C@@H](C2)NC(OC(C)(C)C)=O tert-Butyl N-[(1R,2R)-2-[(5-chlorooxazolo[4,5-b]pyridin-2-yl)amino]cyclopropyl]carbamate